tert-butyl (((1R,3S)-3-(4-amino-1-((S)-2-chloro-4-methoxy-6-methylphenyl)-6-oxo-1,6-dihydropyrimidine-5-carboxamido)cyclohexyl)methyl)(2,4-dimethoxybenzyl)carbamate NC=1N=CN(C(C1C(=O)N[C@@H]1C[C@@H](CCC1)CN(C(OC(C)(C)C)=O)CC1=C(C=C(C=C1)OC)OC)=O)C1=C(C=C(C=C1C)OC)Cl